C(CCC)[Si](C1=CC=C(C=C1)P(N(P(C1=C(C=CC=C1)C)C1=C(C=CC=C1)C)C1=CC=CC=C1)C1=CC=C(C=C1)[Si](CCCC)(CCCC)CCCC)(CCCC)CCCC N-(bis(4-(tributylsilyl)phenyl)phosphaneyl)-N-phenyl-1,1-di-o-tolylphosphanamine